N-(5-chloro-[1,1'-biphenyl]-3-yl)-5-isopropylbenzo[b]thiophen-3-amine ClC=1C=C(C=C(C1)C1=CC=CC=C1)NC=1C2=C(SC1)C=CC(=C2)C(C)C